(S)-N-(1-(4-fluorophenyl)ethyl)-2-methyl-6-(2-acrylamidobenzo[d]thiazol-6-yl)quinazoline-4-carboxamide FC1=CC=C(C=C1)[C@H](C)NC(=O)C1=NC(=NC2=CC=C(C=C12)C1=CC2=C(N=C(S2)NC(C=C)=O)C=C1)C